Bianthron C1=CC=C2C(=C1)C(=C3C4=CC=CC=C4C(=O)C5=CC=CC=C53)C6=CC=CC=C6C2=O